N-(5-((4-((cyclopropylmethyl)amino)tetrahydrofuran-3-yl)oxy)-1,3,4-thiadiazol-2-yl)-5'-methoxy-2',6-dimethyl-[4,4'-bipyridine]-3-carboxamide C1(CC1)CNC1C(COC1)OC1=NN=C(S1)NC(=O)C=1C=NC(=CC1C1=CC(=NC=C1OC)C)C